ClC1=CC=2C3=C(C(=NC2C(=C1C=1C=CC=C2C=CC=C(C12)C#N)F)O[C@@H](C)[C@H]1N(CCC1)C)C=NN3[C@@H]3C[C@H](NCC3)CC#N 8-(8-chloro-1-((2S,4S)-2-(cyanomethyl)piperidin-4-yl)-6-fluoro-4-((S)-1-((S)-1-methylpyrrolidin-2-yl)ethoxy)-1H-pyrazolo[4,3-c]quinolin-7-yl)-1-naphthonitrile